(3S)-3-amino-2-methyl-butane N[C@H](C(C)C)C